2-{[(2S)-1,4-dioxan-2-yl]methyl}-4-methyl-8-(trifluoromethyl)-4,5-dihydro-2H-furo[2,3-g]indazole-7-carboxylate O1[C@H](COCC1)CN1N=C2C3=C(CC(C2=C1)C)OC(=C3C(F)(F)F)C(=O)[O-]